3H-naphtho[1,2-b][1,4]oxazine O1C2=C(NCC1)C=CC1=CC=CC=C12